tert-butyl (S)-4-(3,6-difluoropyridin-2-yl)-2-methylpiperazine-1-carboxylate FC=1C(=NC(=CC1)F)N1C[C@@H](N(CC1)C(=O)OC(C)(C)C)C